tert-butyl (2-mercaptoethyl-2-d)carbamate SC(CNC(OC(C)(C)C)=O)[2H]